ClC=1C=C(C=CC1)C(C=1N(C=C(N1)S(=O)(=O)N)COCC[Si](C)(C)C)NC1=NC(=C(C=C1)F)C(F)F 2-[(3-chlorophenyl)({[6-(difluoromethyl)-5-fluoropyridin-2-yl]amino})methyl]-1-{[2-(trimethylsilyl)ethoxy]methyl}-1H-imidazole-4-sulfonamide